(R)-2-((R)-1,2-dihydroxyethyl)pyrrolidine-1-carboxylic acid tert-butyl ester C(C)(C)(C)OC(=O)N1[C@H](CCC1)[C@H](CO)O